CC1=NN=CN1 methyl-4H-1,2,4-triazole